6-OXODECAHYDROPYRROLO[1,2-A][1,5]DIAZOCINE O=C1CCNCCC2N1CCC2